2-((2-((4-(4-((2-(2,6-dioxopiperidin-3-yl)-7-fluoro-1-oxoisoindolin-5-yl)methyl)piperazin-1-yl)-2-methoxyphenyl)amino)-5-(trifluoromethyl)pyridin-4-yl)amino)-N-methylbenzamide O=C1NC(CCC1N1C(C2=C(C=C(C=C2C1)CN1CCN(CC1)C1=CC(=C(C=C1)NC1=NC=C(C(=C1)NC1=C(C(=O)NC)C=CC=C1)C(F)(F)F)OC)F)=O)=O